(S)-2-((7-(6-((4-chloro-2-fluorobenzyl)oxy)-5-fluoropyridin-2-yl)-5-fluoro-2,3-dihydrobenzofuran-4-yl)methyl)-4-methoxy-1-(oxetan-2-ylmethyl)-1H-benzo[d]imidazole-6-carboxylic acid ClC1=CC(=C(COC2=C(C=CC(=N2)C2=CC(=C(C=3CCOC32)CC3=NC2=C(N3C[C@H]3OCC3)C=C(C=C2OC)C(=O)O)F)F)C=C1)F